C(=C)C=1N=CNC1 4-vinylimidazole